FC=1C=C2NC(C=3N(C2=C(C1C1=C2C=NN(C2=CC=C1)S(=O)(=O)C)OC)C(=NN3)C)(C)C 7-Fluoro-9-methoxy-1,4,4-trimethyl-8-(1-methylsulfonyl-1H-indazol-4-yl)-5H-[1,2,4]triazolo[4,3-a]quinoxaline